tert-butyl (rac)-4-(aminomethyl)-1-(4-cyclobutylphenyl)-3-(2-methoxy-2-oxoethoxy)-1,4,6,7-tetrahydro-5H-pyrazolo[4,3-c]pyridine-5-carboxylate NC[C@@H]1N(CCC2=C1C(=NN2C2=CC=C(C=C2)C2CCC2)OCC(=O)OC)C(=O)OC(C)(C)C |r|